(R)-5-(1-(2,4-difluorophenyl)ethyl)-6-fluoro-3-((3-fluorobenzyl)amino)-4H-benzo[e][1,2,4]thiadiazine 1,1-dioxide FC1=C(C=CC(=C1)F)[C@@H](C)C1=C(C=CC2=C1NC(=NS2(=O)=O)NCC2=CC(=CC=C2)F)F